tert-butyl (4-((6-acetylbenzo[d][1,3]dioxol-5-yl)amino)phenyl)carbamate C(C)(=O)C=1C(=CC2=C(OCO2)C1)NC1=CC=C(C=C1)NC(OC(C)(C)C)=O